Cl.Cl.N1C(CNCC1)CNC(=O)C1=CN(CCS1)C=1C2=C(N=CN1)NC=C2 N-(piperazin-2-ylmethyl)-4-(7H-pyrrolo[2,3-d]pyrimidin-4-yl)-3,4-dihydro-2H-1,4-thiazine-6-carboxamide dihydrochloride